ClC1=C(CO[C@@H]2C[C@H](C2)C(=O)NCC2=C(C(=C(C=C2)C(F)(F)F)C=2NC(C=C(N2)C(F)F)=O)F)C=CC=C1 trans-3-[(2-chlorobenzyl)oxy]-N-{3-[4-(difluoromethyl)-6-oxo-1,6-dihydropyrimidin-2-yl]-2-fluoro-4-(trifluoromethyl)benzyl}cyclobutane-1-carboxamide